3,6-dichloro-4-aminopyridazine ClC=1N=NC(=CC1N)Cl